CS(=O)(=O)OCCC(C(C)C)N1CC2(C1)CN(CC2)C=2N=CN=NC2OC2=C(C=C(C=C2)F)C(N(C(C)C)CC)=O 3-(6-(6-(2-(ethyl (isopropyl) carbamoyl)-4-fluorophenoxy)-1,2,4-triazin-5-yl)-2,6-diazaspiro[3.4]octan-2-yl)-4-methylpentyl methanesulfonate